2-(3-fluoro-5-iodophenyl)oxirane tert-butyl-(9-bromononan-2-yl)carbamate C(C)(C)(C)N(C(O)=O)C(C)CCCCCCCBr.FC=1C=C(C=C(C1)I)C1OC1